ClC=1C=C(C(=NC1)F)C1(C(CS(CC1)(=O)=O)C)F 4-(5-chloro-2-fluoropyridin-3-yl)-4-fluoro-3-methyl-1λ6-thiane-1,1-dione